N1=CC=CC=2C3=C(C4=CC5=C(N=C4C12)C=CC=C5)C=CC=C3 dibenzophenanthroline